N-({4-methyl-2-[6-methyl-3-(2H-1,2,3-triazol-2-yl)pyridine-2-carbonyl]-2-azabicyclo[3.1.1]hept-3-yl}methyl)-1,3-benzoxazol-2-amine CC1C(N(C2CC1C2)C(=O)C2=NC(=CC=C2N2N=CC=N2)C)CNC=2OC1=C(N2)C=CC=C1